(R)-3-((1-(2-(4,4-dimethylpiperidin-1-yl)-6-methyl-4-oxo-4H-chromen-8-yl)ethyl)amino)-1-methyl-1H-pyrazole-4-carboxylic acid CC1(CCN(CC1)C=1OC2=C(C=C(C=C2C(C1)=O)C)[C@@H](C)NC1=NN(C=C1C(=O)O)C)C